ethyl 2-(3-bromopyrazolo[1,5-a]pyridin-5-yl)-4-ethoxy-thiazole-5-carboxylate BrC=1C=NN2C1C=C(C=C2)C=2SC(=C(N2)OCC)C(=O)OCC